(R)-8-acryloyl-4-chloro-1-((S)-4-(dimethylamino)-2,2-dimethylpyrrolidin-1-yl)-3-(phenyl)-6,6a,7,8,9,10-hexahydro-12H-pyrazino[2,1-c]pyrido[3,4-f][1,4]oxazepin-12-one C(C=C)(=O)N1C[C@@H]2COC3=C(C(N2CC1)=O)C(=NC(=C3Cl)C3=CC=CC=C3)N3C(C[C@@H](C3)N(C)C)(C)C